O[C@H](COC1=C(C=CC=C1)NS(=O)(=O)C1=CC=C(C=C1)NC(NCC=1C=NC=CC1)=O)C 3-[4-({2-[(2S)-2-hydroxypropoxy]phenyl}sulfamoyl)phenyl]-1-(pyridin-3-ylmethyl)urea